O2-benzyl O5-tert-butyl (3aS,7aS)-3,3a,4,6,7,7a-hexahydro-1H-pyrrolo[3,4-c]pyridine-2,5-dicarboxylate C1N(C[C@@H]2CN(CC[C@@H]21)C(=O)OC(C)(C)C)C(=O)OCC2=CC=CC=C2